O=C(C(=O)O)C(CC)C alpha-keto-beta-methyl-valeric acid